OC[C@H](C1=CC=CC=C1)NC1=CC(=NC=C1C1=NC(=NO1)C=1C=NC=CC1)NC=1N=CC2=C(N1)C(NC2=O)(C)C (S)-2-((4-((2-hydroxy-1-phenylethyl)amino)-5-(3-(pyridin-3-yl)-1,2,4-oxadiazol-5-yl)pyridin-2-yl)amino)-7,7-dimethyl-6,7-dihydro-5H-pyrrolo[3,4-d]pyrimidin-5-one